OC(C(=O)OCCCCCC)(C)C n-Hexyl α-hydroxyisobutyrate